p-tert-octyl-phenoxyethoxyethyl-dimethylamine C(C)(C)(CC(C)(C)C)C1=CC=C(OCCOCCN(C)C)C=C1